CC1=C(C=CC(=C1)C)SC1=C(C=CC=C1)Br (2,4-dimethylphenylmercapto)bromobenzene